3-((E)-4-((E)-4-(dimethylamino)styryl)styryl)-5,5-difluoro-1-methyl-5H-dipyrrolo[1,2-c:2',1'-f][1,3,2]diazaborinin-4-ium-5-uide CN(C1=CC=C(/C=C/C2=CC=C(/C=C/C=3C=C(C4=CC=5N([B-]([N+]43)(F)F)C=CC5)C)C=C2)C=C1)C